COC(C1=CC(=C(C=C1)NCC1=CC(=CC=C1)OC)N)=O.ClCC(=O)N1C2=C(OC[C@@H]1CC)N=CC(=C2)CC2=CC=C(C=C2)F (S)-2-chloro-1-(2-ethyl-7-(4-fluorobenzyl)-2,3-dihydro-1H-pyrido[2,3-b][1,4]oxazin-1-yl)ethan-1-one methyl-3-amino-4-((3-methoxybenzyl)amino)benzoate